(2R)-2-((tetrahydro-2H-pyran-2-yl)oxy)propyl methanesulfonate CS(=O)(=O)OC[C@@H](C)OC1OCCCC1